cyclohexylpyrrolidinyldimethoxysilane C1(CCCCC1)[Si](OC)(OC)N1CCCC1